ClC1=NC(=NC(=C1)Cl)NC1=CC(=NN1)C1CC1 4,6-dichloro-N-(3-cyclopropyl-1H-pyrazol-5-yl)pyrimidin-2-amine